hexafluoro-phosphoric acid iridium (III) [Ir+3].F[P-](F)(F)(F)(F)F.[H+]